4-(dimethylamino)-3-fluorobenzamide CN(C1=C(C=C(C(=O)N)C=C1)F)C